P(OC1=C(C=C(C=C1)C(C)(C)C)C(C)(C)C)([O-])[O-] (2,4-di-t-butylphenyl) phosphite